CC1=C(C=C(C=C1)C)C(CCC(=O)O)=O 4-(2,5-dimethyl-phenyl)-4-oxo-butyric acid